IC1=NN(C2=NC(=CN=C21)N2CCC(CC2)(C)CNC(OC(C)(C)C)=O)C2OCCCC2 tert-butyl ((1-(3-iodo-1-(tetrahydro-2H-pyran-2-yl)-1H-pyrazolo[3,4-b]pyrazin-6-yl)-4-methylpiperidin-4-yl)methyl)carbamate